C(C1=CC=CC=C1)OC([C@@H](NC(=O)OCCl)C)=O ((Chloromethoxy)carbonyl)-L-alanine benzyl ester